N1=CN=CC2=CC=C3C(=C12)C=CC=C3 benzo[h]Quinazoline